C[C@@H](C(=O)OCC)CCO[P@@]1(OC[C@H]2[C@H](O1)C[C@H](O2)N2C(NC(C(=C2)C)=O)=O)=O Ethyl (R)-2-methyl-4-(((2R,4aS,6S,7aR)-6-(5-methyl-2,4-dioxo-3,4-dihydropyrimidin-1(2H)-yl)-2-oxidotetrahydro-4H-furo[3,2-d][1,3,2]dioxaphosphinin-2-yl)oxy)butanoate